The molecule is a homodetic cyclic peptide isolated from the culture medium of the cyanobacterium Tolypothrix byssoidea. It has a role as a bacterial metabolite and an antifungal agent. CC[C@H](C)[C@H]1C(=O)N[C@H](C(=O)N/C(=C\\C)/C(=O)N[C@H](C(=O)N[C@H](C(=O)N[C@H](C(=O)N[C@H](C(=O)N[C@H](C(=O)N2CCC[C@H]2C(=O)N[C@H](C(=O)N[C@@H](C(=O)N[C@H](C(=O)N[C@H](C(=O)N1)[C@@H](C)CC)[C@@H](C)O)CC(C)C)CCCN=C(N)N)C(C)C)C(C)C)[C@@H](C)O)[C@@H](C)OC(=O)C)C(C)C)CC3=CC=CC=C3